6-Cyclopropyl-imidazo[1,5-a]pyrazin C1(CC1)C=1N=CC=2N(C1)C=NC2